C(C)(CC)C(C(=O)[O-])(O)CC(=O)[O-] 2-sec-butylmalate